C1(CC1)C#CC1=CC(=C(C=C1)C=1OC(=NN1)CC1OCCCC1)C 2-(4-(cyclopropylethynyl)-2-methylphenyl)-5-((tetrahydro-2H-pyran-2-yl)methyl)-1,3,4-oxadiazole